C(C)N1CC(CC1=O)C(=O)NCC=1C=CC=2NC3=CC=C(C=C3OC2C1)C(F)(F)F 1-Ethyl-5-oxo-N-((7-(trifluoromethyl)-10H-phenoxazin-3-yl)methyl)pyrrolidine-3-carboxamide